The molecule is an O-acyl-D-carnitine in which the acyl group specified is acetyl. It is an O-acetylcarnitine and an O-acyl-D-carnitine. It is an enantiomer of an O-acetyl-L-carnitine. CC(=O)O[C@@H](CC(=O)[O-])C[N+](C)(C)C